4-(2-morpholinylethoxy)aniline N1(CCOCC1)CCOC1=CC=C(N)C=C1